OCC=1C=C(C=CC1)N1CC2=C(N=C(N=C2)C)C2(C1=O)CN(C2)C 6'-(3-(hydroxymethyl)phenyl)-1,2'-dimethyl-5',6'-dihydro-7'H-spiro[azetidine-3,8'-pyrido[4,3-d]pyrimidin]-7'-one